C(C1=CC=CC=C1)C1=NN=C(S1)C(=O)N[C@@H]1[C@H]2[C@@H](C3=C(N(C1=O)C)N=CC=C3)C2 5-benzyl-N-((1aR,2R,8bS)-4-methyl-3-oxo-1,1a,2,3,4,8b-hexahydrocyclopropa-[d]pyrido[2,3-b]azepin-2-yl)-1,3,4-thiadiazole-2-carboxamide